C(C1=CC=CC=C1)N1C[C@H](N(C[C@@H]1CN1[C@@H](COCC1)COC(C)C)C(=O)OC(C)(C)C)C tert-butyl (2R,5S)-4-benzyl-5-(((S)-3-(isopropoxymethyl) morpholino) methyl)-2-methylpiperazine-1-carboxylate